CC=1C(=C(C2=C(CCO2)C1)N)C1=CC=2N(C=C1)N=CC2 5-methyl-6-{pyrazolo[1,5-a]pyridin-5-yl}-2,3-dihydro-1-benzofuran-7-amine